FC=1C=CC=C2CC[C@@H](C12)NC(=O)C1=CC2=C(N=C(S2)N2CCNCC2)C=C1 (S)-N-(7-fluoro-2,3-dihydro-1H-inden-1-yl)-2-(piperazin-1-yl)benzo[d]thiazole-6-carboxamide